(+)-1-(alpha-methylbenzyl)imidazole-5-carboxylic acid ethyl ester C(C)OC(=O)C1=CN=CN1C(C1=CC=CC=C1)C